(hydroxymethyl)-2',4',6'-trimethylspiro[cyclopropane-1,5'-inden] OCC=1C(=CC2=C(C3(C(=CC12)C)CC3)C)C